1-(3-chloropyrazin-2-yl)ethylammonium chloride [Cl-].ClC=1C(=NC=CN1)C(C)[NH3+]